(2R,6S)-4-(6-chloro-3-fluoropyridin-2-yl)-2,6-dimethylmorpholine ClC1=CC=C(C(=N1)N1C[C@H](O[C@H](C1)C)C)F